dibromomaleimide BrC1=C(C(=O)NC1=O)Br